[NH4+].C1(CC1)COC1=CC=2C(C=N1)=NN(C2)C2CCC(CC2)CNC(C2=CC(=C(C(=C2)F)O)F)=O N-({(1r,4r)-4-[5-(cyclopropyl-methoxy)-2H-pyrazolo[3,4-c]pyridin-2-yl]cyclohexyl}methyl)-3,5-difluoro-4-hydroxybenzamide, ammonium salt